[2-[(2R,3R)-2-(2-chloro-3-methyl-phenyl)-1-(4-methoxyphenyl)pyrrolidin-3-yl]oxy-1,1-dimethyl-ethyl] acetate C(C)(=O)OC(CO[C@H]1[C@H](N(CC1)C1=CC=C(C=C1)OC)C1=C(C(=CC=C1)C)Cl)(C)C